1-bromo-3-methyl-5-(prop-1-en-2-yl)benzene BrC1=CC(=CC(=C1)C(=C)C)C